FC(CCOC)(F)C1(CCC(CC1)=NO)O 4-(1,1-difluoro-3-methoxypropyl)-4-hydroxycyclohexane-1-one oxime